Tetrahydropyran-4-ylcarbonyl 2-(2-azidoacetylamino)-2-deoxy-3,4-di-O-acetyl-6-O-(((S)-1-isopropoxy-carbonylethylamino) (phenoxy) phosphoryl)-D-mannopyranoside N(=[N+]=[N-])CC(=O)N[C@@H]1C(OC(=O)C2CCOCC2)O[C@@H]([C@H]([C@@H]1OC(C)=O)OC(C)=O)COP(=O)(OC1=CC=CC=C1)N[C@@H](C)C(=O)OC(C)C